NC1=C(C=CC=C1)NC(C)(C)C1=CC=C(C=C1)S(=O)(=O)N(C)C 4-{2-[(2-aminophenyl)amino]propan-2-yl}-N,N-dimethylbenzene-1-sulfonamide